dichloro(4-iodophenyl)phosphorus ClP(C1=CC=C(C=C1)I)Cl